C(CCCCCCCCCCCCCCC)(=O)OC[C@@H](OC(CCCCCCC\C=C/C\C=C/C\C=C/CC)=O)COP(=O)([O-])OCC[N+](C)(C)C 1-palmitoyl-2-α-linolenoyl-sn-glycero-3-phosphocholine